3-((4-methylpiperazin-1-yl)sulfonyl)-N-(6-(5-(piperidin-1-ylmethyl)pyridin-3-yl)isoquinolin-3-yl)benzamide tert-butyl-4-[(4-chloro-3-pyridyl)amino]piperidine-1-carboxylate C(C)(C)(C)OC(=O)N1CCC(CC1)NC=1C=NC=CC1Cl.CN1CCN(CC1)S(=O)(=O)C=1C=C(C(=O)NC=2N=CC3=CC=C(C=C3C2)C=2C=NC=C(C2)CN2CCCCC2)C=CC1